BrC1=CC=C(C=C1)N1C=NN(C1=O)CSC1=CC(=C(OCCC(C(=O)OCC)(C)C)C=C1)F Ethyl 2-(4-(((4-(4-bromophenyl)-5-oxo-4,5-dihydro-1H-1,2,4-triazol-1-yl)methyl)thio)-2-fluorophenoxy)-ethyl-2-methylpropionate